(3-(4-({1-(3-(4-(2-(2,6-dioxopiperidin-3-yl)-1-oxoisoindolin-5-yl)piperazin-1-yl)propyl)piperidin-4-yl}methoxy)phenoxy)-2-(4-fluorophenyl)benzo[b]thiophen-6-yl)boronic acid O=C1NC(CCC1N1C(C2=CC=C(C=C2C1)N1CCN(CC1)CCCN1CCC(CC1)COC1=CC=C(OC=2C3=C(SC2C2=CC=C(C=C2)F)C=C(C=C3)B(O)O)C=C1)=O)=O